(R/S)-3-(3-[(4,4-Dimethyl-1,1-dioxido-3,4-dihydro-2H-benzo[b][1,4,5]oxathiazepin-2-yl)methyl]-4-methylphenyl)-3-(1-ethyl-4-methyl-1H-benzo[d][1,2,3]triazol-5-yl)propanoic acid CC1(CN(S(C2=C(O1)C=CC=C2)(=O)=O)CC=2C=C(C=CC2C)[C@@H](CC(=O)O)C2=C(C1=C(N(N=N1)CC)C=C2)C)C |r|